4-hydroxymandelic acid 3-hydroxyphenylpropanoate OC=1C=C(C=CC1)OC(CC)=O.OC1=CC=C(C(C(=O)O)O)C=C1